OC1=CC=C(C=C1)S(=O)(=O)[O-].[Na+] sodium para-hydroxybenzenesulfonate